C(C)(C)C1=CC(=NN1)C(=O)N1C[C@H]2C([C@H]2C1)C1=NOC(N1C1=CC(=CC=C1)OC)(C)C (5-isopropyl-1H-pyrazol-3-yl){(1R,5S,6r)-6-[4-(3-methoxyphenyl)-5,5-dimethyl-4,5-dihydro-1,2,4-oxadiazol-3-yl]-3-azabicyclo[3.1.0]hex-3-yl}methanone